FC=1C=C(C(=C(C1)NC(OC(C)(C)C)=O)OC([2H])([2H])[2H])C1=NC=C(N=C1)C tert-butyl (5-fluoro-2-(methoxy-d3)-3-(5-methylpyrazin-2-yl)phenyl)carbamate